(S)-N-(1-(5-(2-Methoxychinolin-3-yl)-1,3,4-oxadiazol-2-yl)-7-oxononyl)-2-(2-azaspiro[3.3]heptan-6-yl)acetamid COC1=NC2=CC=CC=C2C=C1C1=NN=C(O1)[C@H](CCCCCC(CC)=O)NC(CC1CC2(CNC2)C1)=O